[O-]S(=O)(=O)C(F)(F)F.C(C)(=O)OCOC(CN(C1=C(C=C(C=C1)C1=C2C=CC(C=C2C(C2=CC(=CC=C12)N(C)C)(C)C)=[NH+]C)OC)CC(OCOC(C)=O)=O)=O N-(10-(4-(bis(2-(acetoxymethoxy)-2-oxoethyl)amino)-3-methoxyphenyl)-7-(dimethylamino)-9,9-dimethylanthracene-2(9H)-ylidene)-N-methyl-ammonium triflate